[N+](=O)([O-])C=1C=CC(=C(C(=O)C2=CC=CC=C2)C1)O 5-nitro-2-hydroxybenzophenone